FC1=CC=C(C=C1)C1=CC=C(C=C1)C1(CC1)NC(O[C@@H]1CN2CCC1CC2)=O (S)-quinuclidin-3-yl 1-(4'-fluorobiphenyl-4-yl)cyclopropylcarbamate